4-(2-fluoro-6-methoxyphenyl)-2-(6-((S)-3-(hydroxymethyl)piperazin-1-yl)-4-methylpyridin-2-yl)-2,3-dihydro-1H-pyrrolo[3,4-c]pyridin-1-one FC1=C(C(=CC=C1)OC)C1=NC=CC2=C1CN(C2=O)C2=NC(=CC(=C2)C)N2C[C@H](NCC2)CO